IC1=CC2=C(C(N(C=3CCCC(C23)(C)OC)COCC[Si](C)(C)C)=O)S1 2-iodo-9-methoxy-9-methyl-5-((2-(trimethylsilyl)ethoxy)methyl)-6,7,8,9-tetrahydrothieno[2,3-c]quinolin-4(5H)-one